C(#N)C1=C(O[C@H]2C[C@@H](N(CC2)C=2C=CC(=NC2C(=O)N[C@H]2CN(CC2)C)C=2C(=NC=CC2)OCC)C2CC2)C=CC(=C1)C(F)(F)F 5-{trans-4-[2-cyano-4-(trifluoromethyl)phenoxy]-2-cyclopropylpiperidin-1-yl}-2'-ethoxy-N-[(3R)-1-methylpyrrolidin-3-yl]-[2,3'-bipyridine]-6-carboxamide